B(OS(=O)(=O)C(F)(F)F)(OS(=O)(=O)C(F)(F)F)OS(=O)(=O)C(F)(F)F tris(trifluoromethylsulfonyl) borate